bis(4-hydroxyphenyl)pentanoic acid OC1=CC=C(C=C1)C(C(=O)O)(CCC)C1=CC=C(C=C1)O